6-(cyclopropylmethylamino)-N-(2,2-dimethylpropyl)-3-methoxy-pyridine-2-carboxamide C1(CC1)CNC1=CC=C(C(=N1)C(=O)NCC(C)(C)C)OC